ethyl 3-(aminomethyl)-5-(phenoxymethyl)-4,5-dihydroisoxazole-5-carboxylate hydrochloride Cl.NCC1=NOC(C1)(C(=O)OCC)COC1=CC=CC=C1